ClC1=C(C(=NC=C1)N1CCN(CC1)CC=1C=C2C(N(C(C2=CC1)=O)C1C(NC(CC1)=O)=O)=O)F 5-((4-(4-chloro-3-fluoropyridin-2-yl)piperazin-1-yl)methyl)-2-(2,6-dioxopiperidin-3-yl)isoindoline-1,3-dione